6-methoxy-2-methyl-quinazolin-4-amine COC=1C=C2C(=NC(=NC2=CC1)C)N